4-[p-N,N-di(ethoxycarbonylmethyl)aminophenyl]-2,6-di(trichloromethyl)-s-triazine C(C)OC(=O)CN(CC(=O)OCC)C1=CC=C(C=C1)C1=NC(=NC(=N1)C(Cl)(Cl)Cl)C(Cl)(Cl)Cl